4-nitrophenyl 8-methyl-3,8-diazabicyclo[3.2.1]octane-3-carboxylate CN1C2CN(CC1CC2)C(=O)OC2=CC=C(C=C2)[N+](=O)[O-]